(3-fluoro-4-(trifluoromethyl)phenyl)methanol FC=1C=C(C=CC1C(F)(F)F)CO